FC(CN1C=NC2=C1C=C(C=C2)C=2C=CN1N=C(N=C(C12)OC)N[C@H]1[C@H](CN(CC1)C)F)F 5-(1-(2,2-difluoroethyl)-1H-benzo[d]imidazol-6-yl)-N-((3S,4R)-3-fluoro-1-methylpiperidin-4-yl)-4-methoxypyrrolo[2,1-f][1,2,4]triazin-2-amine